((2R,3S,4R,5R)-5-(4-aminopyrrolo[2,1-f][1,2,4]triazin-7-yl)-5-cyano-3,4-dihydroxytetrahydrofuran-2-yl)methyl ((3,3-dimethylcyclobutyl)methyl) carbonate C(OC[C@H]1O[C@@]([C@@H]([C@@H]1O)O)(C#N)C1=CC=C2C(=NC=NN21)N)(OCC2CC(C2)(C)C)=O